NC1=C2C(=NC=N1)N(N=C2C2=CC=C(C=C2)OC2=CC=CC=C2)C2CCN(CC2)C(CCCCCCSC=2C(=C1C(N(C(C1=CC2)=O)C2C(NC(CC2)=O)=O)=O)F)=O 5-((7-(4-(4-amino-3-(4-phenoxyphenyl)-1H-pyrazolo[3,4-d]pyrimidin-1-yl)piperidin-1-yl)-7-oxoheptyl)thio)-2-(2,6-dioxopiperidin-3-yl)-4-fluoroisoindoline-1,3-dione